N1=NC=C(C=C1)NC(=O)C1OC(CC1)C(F)(F)F N-(pyridazin-4-yl)-5-(trifluoromethyl)tetrahydrofuran-2-carboxamide